7-amino-2-{2-[2-(hydroxymethyl)pyridin-4-yl]prop-2-en-1-yl}-4-[3-(thiophen-2-yl)-1H-indazol-5-yl]-2,3-dihydro-1H-isoindol-1-one NC=1C=CC(=C2CN(C(C12)=O)CC(=C)C1=CC(=NC=C1)CO)C=1C=C2C(=NNC2=CC1)C=1SC=CC1